N1=C(C=CC=C1)CNCC1=CC=C(C=C1)CN (2-pyridylmethyl)-1,4-xylylenediamine